C1=CC=CC=2C3=CC=CC=C3C(C12)COC(=O)N([C@H](C(=O)O)CC=1C=NC(=CC1)F)C (S)-2-((((9H-fluoren-9-yl)methoxy)carbonyl)(methyl)amino)-3-(6-fluoropyridin-3-yl)propanoic acid